N-(2-aminoethyl)-3-(2-(tert-butyldisulfanyl)-2-(2-hydroxyethoxy)ethoxy)benzamide NCCNC(C1=CC(=CC=C1)OCC(OCCO)SSC(C)(C)C)=O